BrC1=C(C2=C(C(N3[C@@H](CO2)CNCC3)=O)C=C1O)Cl (12AR)-9-bromo-10-chloro-8-hydroxy-1,2,3,4,12,12a-hexahydro-6H-pyrazino[2,1-c][1,4]benzoxazepin-6-one